triphenylphosphine tetraphenyl-borate (tetraphenyl-borate) C1(=CC=CC=C1)[B-](C1=CC=CC=C1)(C1=CC=CC=C1)C1=CC=CC=C1.C1(=CC=CC=C1)[B-](C1=CC=CC=C1)(C1=CC=CC=C1)C1=CC=CC=C1.C1(=CC=CC=C1)P(C1=CC=CC=C1)C1=CC=CC=C1